ClC=1C=C(C=C(C1)Cl)C1=CC(=CC(=N1)OC=1C=NC(=NC1)N1CCN(CCC1)C(=O)OC(C)(C)C)CO tert-Butyl 4-(5-((6-(3,5-dichlorophenyl)-4-(hydroxymethyl)pyridin-2-yl)oxy)pyrimidin-2-yl)-1,4-diazepane-1-carboxylate